O=C(C(=O)OC)CCC(=O)OC Dimethyl 2-oxoglutarate